5-(N-(4-chloro-2-((N-(furan-2-ylmethyl)methylsulfonamido)methyl)phenyl)-N-ethylsulfamoyl)-3-Methylbenzofuran-2-carboxylic acid ClC1=CC(=C(C=C1)N(S(=O)(=O)C=1C=CC2=C(C(=C(O2)C(=O)O)C)C1)CC)CN(S(=O)(=O)C)CC=1OC=CC1